CC=1SC=C(C1C1=CC=CC=C1)C 2,4-dimethyl-thiophenyl-benzene